5-phenyluracil C1(=CC=CC=C1)C=1C(NC(NC1)=O)=O